(R)-2-amino-2-(4-(ethylsulfanyl)phenyl)ethanol N[C@@H](CO)C1=CC=C(C=C1)SCC